NCCCNC(=O)C=1C=NC(=CC1)C(F)(F)C1=CC(=NC(=C1)N1CCN(CC1)S(=O)(=O)C1=CC=C(C=C1)N1C(C[C@H](C1)N)=O)Cl N-(3-aminopropyl)-6-[[2-chloro-6-[4-[4-[(4R)-4-amino-2-oxo-pyrrolidin-1-yl]phenyl]sulfonylpiperazin-1-yl]-4-pyridyl]-difluoro-methyl]pyridine-3-carboxamide